tert-butyl (4-((4-(2,6-dimethyltetrahydro-2H-pyran-4-yl)phenyl)amino) cyclohexyl)carbamate CC1OC(CC(C1)C1=CC=C(C=C1)NC1CCC(CC1)NC(OC(C)(C)C)=O)C